C(#C)C=1C=C(C=CC1)N1C(NC(CC1)=O)=O 1-(3-ethynylphenyl)dihydropyrimidine-2,4(1H,3H)-dione